The molecule is a member of the class of indoles that is 6-hydroxyindole in which the phenolic hydrogen has been replaced by a sulfo group. It is an aryl sulfate and a member of indoles. It is a conjugate acid of a 6-hydroxyindole sulfate(1-). C1=CC(=CC2=C1C=CN2)OS(=O)(=O)O